BrC1=C(C(=CC=C1)C1=C(C=C(C=C1)OC)F)N 3-bromo-2'-fluoro-4'-methoxy-[1,1'-biphenyl]-2-amine